CC1=CC=CC(=C1N)N1C=CC=C1 6-methyl-2-(1H-pyrrol-1-yl)aniline